NC1CC(C1)[C@H](C)NC=1C=C(C=C(C1Cl)C(F)(F)F)C1=NNC(O1)=O 5-[3-({(1S)-1-[(1S,3R)-3-aminocyclobutyl]ethyl}amino)-4-chloro-5-(trifluoromethyl)phenyl]-1,3,4-oxadiazol-2(3H)-one